FC1([C@@H](C1)C(=O)N1[C@H]2CN(C[C@@H]1CC2)C2=NC(=NC=C2)NC=2C=NC(=C(C2)F)CCO)F [(1S)-2,2-difluorocyclopropyl][(1R,5S)-3-(2-{[5-fluoro-6-(2-hydroxyethyl)pyridin-3-yl]amino}pyrimidin-4-yl)-3,8-diazabicyclo[3.2.1]oct-8-yl]methanone